[N+](=O)([O-])OCCCCCC(=O)OC[C@H]1N(CCC1)C1=NC=C(C(=N1)NCC1=CC(=C(C=C1)OC)Cl)C(NCC1=NC=CC=N1)=O [(2S)-1-(4-{[(3-chloro-4-methoxyphenyl)methyl]amino}-5-{[(pyrimidin-2-yl)methyl] carbamoyl} pyrimidin-2-yl)pyrrolidin-2-yl]methyl 6-(nitrooxy)hexanoate